N-methyl-4-(4-((5-methyl-4-(1-oxo-2,8-diazaspiro[4.5]decan-8-yl)pyrimidin-2-yl)amino)phenoxy)picolinamide CNC(C1=NC=CC(=C1)OC1=CC=C(C=C1)NC1=NC=C(C(=N1)N1CCC2(CCNC2=O)CC1)C)=O